4-butyl-1,3-dioxolan-2-one C(CCC)C1OC(OC1)=O